trans-tert-butyl 4-acetyl-3-(5-chloro-2-fluoro-3-(2-methoxy-6-(methylcarbamoyl)pyridin-4-yl)phenyl)-2-methylpiperazine-1-carboxylate C(C)(=O)N1[C@H]([C@@H](N(CC1)C(=O)OC(C)(C)C)C)C1=C(C(=CC(=C1)Cl)C1=CC(=NC(=C1)C(NC)=O)OC)F